oxo-2-azaspiro[3.4]octane-2-carboxylic acid methyl ester COC(=O)N1C(C2(C1)CCCC2)=O